Tris[hydroxymethyl]phosphine OCP(CO)CO